mono(2-hydroxy-3-methacryloxypropyl)-propyl ether OC(CCCCOCCCCC(COC(C(=C)C)=O)O)COC(C(=C)C)=O